N4-[(1R)-1-benzyl-2-methoxy-ethyl]quinoline-3,4-diamine C(C1=CC=CC=C1)[C@H](COC)NC1=C(C=NC2=CC=CC=C12)N